tert-butyl-N-methoxymethylpyrrolidine C(C)(C)(C)C1N(CCC1)COC